2-(2-((5-cyclopropyl-3-(3,5-dichloropyridin-4-yl)isoxazol-4-yl)methylene)-7-azaspiro[3.5]non-7-yl)-5-methoxybenzo[d]thiazole-6-carboxylic acid C1(CC1)C1=C(C(=NO1)C1=C(C=NC=C1Cl)Cl)C=C1CC2(C1)CCN(CC2)C=2SC1=C(N2)C=C(C(=C1)C(=O)O)OC